N-(3-(azepan-1-ylsulfonyl)-4-methoxyphenyl)-2-(4,5-dichloro-6-oxopyridazin-1(6H)-yl)acetamide N1(CCCCCC1)S(=O)(=O)C=1C=C(C=CC1OC)NC(CN1N=CC(=C(C1=O)Cl)Cl)=O